COCCCOC(CC)O 2-Methoxymethylethoxypropanol